1,10-bis(4-carboxyphenoxy)decane 2-(benzo[d]thiazol-2-yl)-1,4-phenylene bis(4-bromobutyrate) BrCCCC(=O)OC1=C(C=C(C=C1)OC(CCCBr)=O)C=1SC2=C(N1)C=CC=C2.C(=O)(O)C2=CC=C(OCCCCCCCCCCOC1=CC=C(C=C1)C(=O)O)C=C2